FC1=CC=C(C=C1)S(=O)(=O)C=1C(=C(C=CC1)N1CCNCC1)C(F)(F)F 1-(3-(4-fluorobenzenesulfonyl)-2-(trifluoromethyl)phenyl)piperazine